2-(3-Fluorophenyl)-6-methoxy-3,4-dihydroisoquinolin-1-one FC=1C=C(C=CC1)N1C(C2=CC=C(C=C2CC1)OC)=O